C1(CCCC1)N1C(=CC2=C1N=C(N=C2)NC2=NC=C(C=C2)N2CCN(CC2)CCC2CCNCC2)C(=O)N(C)C 7-cyclopentyl-N,N-dimethyl-2-[[5-[4-[2-(4-piperidinyl)ethyl]-piperazin-1-yl]-2-pyridinyl]amino]pyrrolo[2,3-d]pyrimidine-6-carboxamide